5-fluoro-4-(5-fluoro-6-isopropoxypyridin-3-yl)-N-(piperidin-4-yl)pyrimidin-2-amine FC=1C(=NC(=NC1)NC1CCNCC1)C=1C=NC(=C(C1)F)OC(C)C